tert-butyl (S)-(5-((2-amino-6-(3-methyl-1,2,4-oxadiazol-5-yl)phenyl)amino)hexyl)carbamate NC1=C(C(=CC=C1)C1=NC(=NO1)C)N[C@H](CCCCNC(OC(C)(C)C)=O)C